1-(5-chloro-6-(2H-1,2,3-triazol-2-yl)pyridin-3-yl)-3-(2-chloro-7-isopropylpyrazolo[1,5-a]pyrimidin-6-yl)urea ClC=1C=C(C=NC1N1N=CC=N1)NC(=O)NC=1C=NC=2N(C1C(C)C)N=C(C2)Cl